(S)-2-((N-ethylsulfamoyl)amino)-N-(1-(9-ethynyl-1-oxo-2-phenyl-2,4,5,6-tetrahydro-1H-benzo[de]isoquinolin-3-yl)ethyl)pyrazolo[1,5-a]pyrimidine-3-carboxamide C(C)NS(=O)(=O)NC1=NN2C(N=CC=C2)=C1C(=O)N[C@@H](C)C=1N(C(C=2C(=CC=C3C2C1CCC3)C#C)=O)C3=CC=CC=C3